BrC1=CC=C(C=2SC(=C(C21)C2=NC1=C(N2)C(=C(C=C1)C(N)=O)OCC)C(=O)OCC)F ethyl 4-bromo-3-(6-carbamoyl-7-ethoxy-1H-benzo[d]imidazol-2-yl)-7-fluoro-benzo[b]thiophene-2-carboxylate